P(=O)(O)(O)O[C@H]1[C@H]([C@@H](O[C@@H]1CO)N1C=NC=2C(=O)NC(N)=NC12)O guanosine 3'-monophosphate